BrC1=CC=C(C=C1)N1N=C(C(=C1)C1OC(C(N1CCC1=CC=C(C=C1)OC)=O)C)C1=CC=C(C=C1)F 2-(1-(4-bromophenyl)-3-(4-fluorophenyl)-1H-pyrazol-4-yl)-3-(4-methoxyphenylethyl)-5-methyl-oxazolidin-4-one